FC1([C@H](C2=C(N(N=C2C(F)(F)F)C2CCC(CC2)F)C1)O)F (4S)-5,5-difluoro-1-(4-fluorocyclohexyl)-3-(trifluoromethyl)-4,6-dihydrocyclopenta[c]pyrazol-4-ol